C(C)(=O)O[C@H]1C=C(C(C1)=O)C1=C(C(=CC=C1)Br)F (R)-3-(3-bromo-2-fluorophenyl)-4-oxocyclopent-2-en-1-yl acetate